CC(C)(C(=O)O)S mercaptoisobutyric acid